N-(2-methoxyethyl)-4-(8,9,10,11-tetrahydro-3H-pyrazolo[4,3-a]phenanthridin-7-yl)benzamide COCCNC(C1=CC=C(C=C1)C1=NC2=CC=C3C(=C2C=2CCCCC12)C=NN3)=O